FC(C(=O)O)(F)F.FC(C(=O)O)(F)F.C(C)(C)N1CC(NCC1)C(=O)NC1=CC(=C(C=C1)C)C(N[C@H](C)C1=CC=CC2=CC=CC=C12)=O 4-isopropyl-N-(4-methyl-3-(((R)-1-(naphthalen-1-yl)ethyl)carbamoyl)phenyl)piperazine-2-carboxamide bis(2,2,2-trifluoroacetate)